C(CC)C=1C=C2C(C=CCO2)=C(C1)O 7-propyl-2H-benzopyran-5-ol